BrC=1C=C(C(=O)NCC2=CC=NC=C2)C=CC1 3-bromo-N-(pyridin-4-ylmethyl)benzamide